N-(7-((R)-3-((5-chloro-4-((2-(isopropylsulfonyl)phenyl)amino)pyrimidin-2-yl)amino)piperidin-1-yl)heptyl)-2-((2-(2,6-dioxopiperidin-3-yl)-1,3-dioxoisoindolin-4-yl)oxy)acetamide ClC=1C(=NC(=NC1)N[C@H]1CN(CCC1)CCCCCCCNC(COC1=C2C(N(C(C2=CC=C1)=O)C1C(NC(CC1)=O)=O)=O)=O)NC1=C(C=CC=C1)S(=O)(=O)C(C)C